(E)-3-[4-[(E)-3-(2,4-Dihydroxyphenyl)-3-oxoprop-1-enyl]phenyl]prop-2-enoic acid OC1=C(C=CC(=C1)O)C(/C=C/C1=CC=C(C=C1)/C=C/C(=O)O)=O